6-(3-methylisothiazol-5-yl)-4-morpholino-2-(3-phenylpyrazol-1-yl)furo[3,2-d]pyrimidine CC1=NSC(=C1)C1=CC=2N=C(N=C(C2O1)N1CCOCC1)N1N=C(C=C1)C1=CC=CC=C1